(2S)-1-[4-[1-[6-(5-cyclopropyl-4H-1,2,4-triazol-3-yl)-2-azaspiro[3.3]heptane-2-carbonyl]azetidin-3-yl]phenyl]-4,4-difluoro-piperidine-2-carboxamide C1(CC1)C=1NC(=NN1)C1CC2(CN(C2)C(=O)N2CC(C2)C2=CC=C(C=C2)N2[C@@H](CC(CC2)(F)F)C(=O)N)C1